tert-butyl ((1r,3r)-3-(4-(2-(4-((2-carbamoyl pyrimidin-4-yl)methoxy)phenyl)propan-2-yl)phenoxy)cyclobutyl)carbamate C(N)(=O)C1=NC=CC(=N1)COC1=CC=C(C=C1)C(C)(C)C1=CC=C(OC2CC(C2)NC(OC(C)(C)C)=O)C=C1